montanyl-eicosane C(CCCCCCCCCCCCCCCCCCCCCCCCCCC)CCCCCCCCCCCCCCCCCCCC